(1,3-dimethyl-azetidin-3-yl)-(4-isopropyl-phenyl)-[5-(5-methyl-thiazol-2-yl)-pyridin-3-yl]-methanol CN1CC(C1)(C)C(O)(C=1C=NC=C(C1)C=1SC(=CN1)C)C1=CC=C(C=C1)C(C)C